C(C)(C)(C)OC(=O)N1CCN(CC1)C1=CC=C(C=C1)NCCCCCCSC1=CC=NC2=CC(=CC=C12)C1=CC=CC=C1 4-(4-((6-((7-Phenylquinolin-4-yl)thio)hexyl)amino)phenyl)piperazine-1-carboxylic acid tert-butyl ester